COC(=O)[C@@H]1CC[C@H](CC1)C(F)(F)C1=CC(=NC(=C1)N1CCN(CC1)S(=O)(=O)C1=CC=C(C=C1)N1C(C[C@H](C1)NC(=O)OC(C)(C)C)=O)Cl trans-4-[[2-chloro-6-[4-[4-[(4R)-4-(tert-butoxycarbonylamino)-2-oxo-pyrrolidin-1-yl]phenyl]sulfonylpiperazin-1-yl]-4-pyridinyl]-difluoro-methyl]cyclohexanecarboxylic acid methyl ester